N(=[N+]=[N-])[C@H](C(=O)NC1=CC=C(COC(=O)N(CC)COC/C(=C/CCP(=O)(OC2=CC=CC=C2)N[C@@H](C)C(=O)OCC2=CC=CC=C2)/C)C=C1)C Benzyl (((E)-5-(((((4-((S)-2-azidopropanamido)benzyl)oxy)carbonyl)(ethyl)amino)methoxy)-4-methylpent-3-en-1-yl) (phenoxy)phosphoryl)-L-alaninate